5-(N-isopentyl-3-cyanoindol-5-yl)isoxazole-3-carboxylic acid C(CC(C)C)N1C=C(C2=CC(=CC=C12)C1=CC(=NO1)C(=O)O)C#N